5-(2-chloro-5-(isobutyrylaminomethyl)benzoylamino)-1-methyl-N-(4-(trifluoromethyl)benzyl)-1H-indole-2-carboxamide ClC1=C(C(=O)NC=2C=C3C=C(N(C3=CC2)C)C(=O)NCC2=CC=C(C=C2)C(F)(F)F)C=C(C=C1)CNC(C(C)C)=O